FC=1C=C(C=CC1F)C=1C(=C2C(=NC1C(F)(F)F)CCC2)NC(=O)N=[S@@](=O)(N)C2=NN(C=C2F)CC |o1:25| (S) or (R)-N'-((3-(3,4-difluorophenyl)-2-(trifluoromethyl)-6,7-dihydro-5H-cyclopenta[b]pyridin-4-yl)carbamoyl)-1-ethyl-4-fluoro-1H-pyrazole-3-sulfonimidamide